ClC1=NC(=C(C(=C1C(=O)OC)C=1SC(=CC1)C(NCC1=CC(=C(C=C1)F)F)=O)C#N)CC(C)C methyl 2-chloro-5-cyano-4-[5-[(3,4-difluorophenyl)methylcarbamoyl]-2-thienyl]-6-isobutyl-pyridine-3-carboxylate